FC(C1=NN(C=C1C(=O)NC1(CC2=CC=CC=C2C1)C(=O)OCC)C)F ethyl 2-(3-(difluoromethyl)-1-methyl-1H-pyrazole-4-carboxamido)-2,3-dihydro-1H-indene-2-carboxylate